C1(=CC=CC=C1)C1=NC(=CC=C1C1=C(C=CC=C1)C1=C(C(=NC(=C1N1C2=CC=C(C=C2C=2C=C(C=CC12)C)C)N1C2=CC=C(C=C2C=2C=C(C=CC12)C)C)N1C2=CC=C(C=C2C=2C=C(C=CC12)C)C)N1C2=CC=C(C=C2C=2C=C(C=CC12)C)C)C1=CC=CC=C1 9,9',9'',9'''-(4-(2-(2,6-diphenylpyridin-3-yl)phenyl)pyridine-2,3,5,6-tetrayl)tetrakis(3,6-dimethyl-9H-carbazole)